4-[5-(2-aminoethyl)pyrimidin-2-yl]-3-[1-(2,2-difluoroethyl)-5-methylpyrazol-4-yl]oxybenzonitrile NCCC=1C=NC(=NC1)C1=C(C=C(C#N)C=C1)OC=1C=NN(C1C)CC(F)F